ClC1=C(C=CC(=C1)CS(=O)(=O)C)[C@@H]1COCCCN1C1=NC(=NC(=C1)C)N (R)-4-[3-[2-chloro-4-(methylsulfonylmethyl)phenyl]-1,4-oxazepan-4-yl]-6-methyl-pyrimidin-2-amine